ClC1=CC=C(C(=N1)C(=O)O)N[C@H](C)C1=C2N=C(C(=NC2=CC(=C1)C)C#N)N1CCN(CC1)C1=CC=C(C2=CC=C(C=C12)O)C#N (R)-6-chloro-3-((1-(2-cyano-3-(4-(4-cyano-7-hydroxynaphthalen-1-yl)piperazin-1-yl)-7-methylquinoxalin-5-yl)ethyl)amino)picolinic acid